3-amino-N-(2,2-difluoroethyl)-3-nitro-7,8-dihydro-1,6-naphthyridine-6(5H)-carboxamide NC1(CN=C2CCN(CC2=C1)C(=O)NCC(F)F)[N+](=O)[O-]